Cl.C(CCCCCCCCC)C1=CC2=C(N=C(S2)NCCN)C=C1 N1-(6-decylbenzo[d]thiazol-2-yl)ethane-1,2-diamine hydrochloride